5-chloro-3',7'-bis(diethylamino)-N-(2-(2,5-dioxo-2,5-dihydro-1H-pyrrol-1-yl)ethyl)-3-oxo-3H-dispiro[isobenzofuran-1,10'-dibenzo[b,e]siline-5',1''-silinane]-6-carboxamide ClC=1C=C2C(OC3(C4=C(C=C(C=C4)N(CC)CC)[Si]4(CCCCC4)C4=C3C=CC(=C4)N(CC)CC)C2=CC1C(=O)NCCN1C(C=CC1=O)=O)=O